(3s,6e)-3,7,11-trimethyldodecane-6,10-dienal C[C@H](CC=O)CC\C=C(\CCC=C(C)C)/C